(R)-3-(2,6-difluoro-4-((R)-2-(methoxymethyl)piperazin-1-yl)phenyl)piperidine-2,6-dione FC1=C(C(=CC(=C1)N1[C@H](CNCC1)COC)F)[C@@H]1C(NC(CC1)=O)=O